N2-(dibenzo[b,d]furan-4-yl)pyridine-2,3-diamine C1=CC=C(C=2OC3=C(C21)C=CC=C3)NC3=NC=CC=C3N